5-(1-methylsulfonylcyclopropyl)-N-[3-[4-(trifluoromethyl)thiazol-2-yl]-1-bicyclo[1.1.1]pentanyl]furan-2-carboxamide CS(=O)(=O)C1(CC1)C1=CC=C(O1)C(=O)NC12CC(C1)(C2)C=2SC=C(N2)C(F)(F)F